C(C)OC(COC1CN(C1)C(=O)OCC1=CC=CC=C1)=O Benzyl 3-(2-ethoxy-2-oxoethoxy)azetidine-1-carboxylate